6-(4-(4-(4-((2,6-dioxopiperidin-3-yl)amino)-2-fluorophenyl)piperazin-1-yl)piperidin-1-yl)pyridazin-3-carboxamide O=C1NC(CCC1NC1=CC(=C(C=C1)N1CCN(CC1)C1CCN(CC1)C1=CC=C(N=N1)C(=O)N)F)=O